Cl.CN(C)CC1CN(CCC1(C1=CC(=CC=C1)OC)O)C(=O)NC12CC3(C[C@H](C[C@@H](C1)C3)C2)O 3-((Dimethylamino)methyl)-4-hydroxy-N-((1r,3s,5R,7S)-3-hydroxyadamantan-1-yl)-4-(3-methoxyphenyl)piperidine-1-carboxamide hydrochloride